tert-butyl 2-(4-piperidyl)-6,7-dihydro-4H-pyrazolo[4,3-c]pyridine-5-carboxylate N1CCC(CC1)N1N=C2C(CN(CC2)C(=O)OC(C)(C)C)=C1